NC=1C=C(C=C2C=CNC12)F 7-amino-5-fluoroindole